methyl (S)-3-((1R,3R)-3-(1H-tetrazol-5-yl)cyclohexyl)-2-benzyl-7-methyl-3,7,8,9-tetrahydro-6H-imidazo[4,5-f]quinoline-6-carboxylate N1N=NN=C1[C@H]1C[C@@H](CCC1)N1C(=NC2=C3CC[C@@H](N(C3=CC=C21)C(=O)OC)C)CC2=CC=CC=C2